(S)-4-(4-ethyl-8-fluoro-4-hydroxy-3,6,14-tricarbonyl-3,4-dihydro-1H-pyrano[3',4':6,7]indolizino[2,1-b]quinoline-11(6H,12H,14H)-yl)-1-methyl-1H-pyrazole-3-carboxylic acid methyl ester COC(=O)C1=NN(C=C1N1C2=C(C(C3=CC(=CC=C13)F)=C=O)C1=CC3=C(C(N1C2)=C=O)COC([C@]3(O)CC)=C=O)C